N-Formimino-L-aspartic acid C(=N)N[C@@H](CC(=O)O)C(=O)O